C(C1=CC=CC=C1)OC(=O)N1CC(C1)OCCC1CCN(CC1)C(=O)OC(C)(C)C tert-butyl 4-(2-((1-((benzyloxy)carbonyl)azetidin-3-yl)oxy)ethyl)piperidine-1-carboxylate